FC1=C(OC=2C=C3C(N(C=NC3=CC2)C2CC3(C2)CCN(CC3)C3CCC(CC3)C3=C(C=C(C=C3)NC3C(NC(CC3)=O)=O)F)=O)C(=CC=C1NS(N(C)CCO)(=O)=O)F 6-[2,6-difluoro-3-[[2-hydroxyethyl(methyl)sulfamoyl]amino]phenoxy]-3-[7-[4-[4-[(2,6-dioxo-3-piperidyl)amino]-2-fluoro-phenyl]cyclohexyl]-7-azaspiro[3.5]nonan-2-yl]-4-oxo-quinazoline